C(C)(=O)N1CC(NCC1)CO 1-N-acetyl-3-hydroxymethyl-piperazine